C(#N)C1=CC(=C(C=C1)CC1=CC=CC(=N1)OC1CCN(CC1)CC1=NC2=C(N1C[C@H]1OCC1)C=C(C=C2)C(=O)O)F 2-{[4-({6-[(4-cyano-2-fluorophenyl)methyl]pyridin-2-yl}oxy)piperidin-1-yl]methyl}-1-{[(2S)-oxetan-2-yl]methyl}-1H-1,3-benzodiazole-6-carboxylic Acid